7-bromo-5-iodo-3-pentyl-quinolin-2-amine BrC1=CC(=C2C=C(C(=NC2=C1)N)CCCCC)I